C(C)OC(=O)C1=NN(C=C1[N+](=O)[O-])C methyl-4-nitro-1H-pyrazole-3-carboxylic acid ethyl ester